4-[(2',3'-dihydrospiro[cyclopropane-1,1'-indene]-4'-yl)methyl]-1H-imidazole C12(CCC3=C(C=CC=C13)CC=1N=CNC1)CC2